4-(bromo(4-fluorophenyl)methyl)pyrimidine BrC(C1=NC=NC=C1)C1=CC=C(C=C1)F